tri-(2-hydroxy-ethyl)-ammonium OCC[NH+](CCO)CCO